(S)-24-(4-(((2-amino-4-hydroxypteridin-6-yl)methyl)amino)benzamido)-23-oxo-4,7,10,13,16,19-hexaoxa-22-azaheptacos-1-yn-27-oic acid NC1=NC2=NC=C(N=C2C(=N1)O)CNC1=CC=C(C(=O)N[C@H](C(NCCOCCOCCOCCOCCOCCOCC#C)=O)CCC(=O)O)C=C1